7-Fluoro-1-tetrahydropyran-2-yl-indazole-4-carbaldehyde FC1=CC=C(C=2C=NN(C12)C1OCCCC1)C=O